(1RS,3RS)-N-((S)-(3-chloro-2,6-difluorophenyl)(cyclopentyl)methyl)-3-(1H-imidazol-2-yl)cyclopentane-1-carboxamide ClC=1C(=C(C(=CC1)F)[C@@H](NC(=O)[C@H]1C[C@@H](CC1)C=1NC=CN1)C1CCCC1)F |&1:12,14|